3-(4-hexadecyl-1-piperazinyl)-1,2-propanediol C(CCCCCCCCCCCCCCC)N1CCN(CC1)CC(CO)O